tert-butyl 4-[4-[(7'-cyclopentyl-6'-oxo-spiro[cyclopropane-1,5'-pyrrolo[2,3-d]pyrimidine]-2'-yl)amino]-3-methyl-phenyl]sulfonylpiperidine-1-carboxylate C1(CCCC1)N1C(C2(C3=C1N=C(N=C3)NC3=C(C=C(C=C3)S(=O)(=O)C3CCN(CC3)C(=O)OC(C)(C)C)C)CC2)=O